tert-Butyl (2'S,7R)-2-chloro-4-hydroxy-2',3-dimethyl-spiro[4,5-dihydrothieno[2,3-c]pyran-7,4'-piperidine]-1'-carboxylate ClC1=C(C2=C(S1)[C@@]1(C[C@@H](N(CC1)C(=O)OC(C)(C)C)C)OCC2O)C